L-ascorbate trisodium salt [Na+].[Na+].[Na+].O=C1C(O)=C([O-])[C@H](O1)[C@@H](O)CO.O=C1C(O)=C([O-])[C@H](O1)[C@@H](O)CO.O=C1C(O)=C([O-])[C@H](O1)[C@@H](O)CO